NCC#CC1=C(C(=O)OC)C=CC(=C1)C#CCNC(C1=C(C=C(C=C1)NC=1N=CC2=C(C3=C(C(=NC2)C2=C(C=CC=C2OC)F)C=C(C=C3)Cl)N1)OC)=O methyl 2-(3-aminoprop-1-yn-1-yl)-4-(3-(4-((9-chloro-7-(2-fluoro-6-methoxyphenyl)-5H-benzo[c]pyrimido[4,5-e]azepin-2-yl)amino)-2-methoxybenzamido)prop-1-yn-1-yl)benzoate